C1(=CC=C(C=C1)N(C1=CC=C(C=C1)OB(O)O)C1=CC=C(C=C1)C1=CC=CC=C1)C1=CC=CC=C1 (4-(di([1,1'-biphenyl]-4-yl)amino)phenyl)boric acid